C(C)OC(CCC(=O)C1=C(C(=CC(=C1)CC1=C(C=C(C=C1Cl)Cl)Cl)C#N)O)=O 4-[3-Cyano-2-hydroxy-5-(2,4,6-trichloro-benzyl)-phenyl]-4-oxo-butyric acid ethyl ester